(1r,4r)-4-(3-Hydroxycyclobutanecarboxamido)-N-(3-(1-isopropyl-1H-pyrazol-4-yl)phenyl)-N-((trans-4-(4-methoxy-3-methylphenyl)cyclohexyl)methyl)cyclohexanecarboxamide OC1CC(C1)C(=O)NC1CCC(CC1)C(=O)N(C[C@@H]1CC[C@H](CC1)C1=CC(=C(C=C1)OC)C)C1=CC(=CC=C1)C=1C=NN(C1)C(C)C